4-[4-[3-[4-(3-Hydroxyphenyl)pyrazol-1-yl]-5-(trifluoromethyl)benzoyl]piperazin-1-yl]-N-propylbenzamide OC=1C=C(C=CC1)C=1C=NN(C1)C=1C=C(C(=O)N2CCN(CC2)C2=CC=C(C(=O)NCCC)C=C2)C=C(C1)C(F)(F)F